CC=1NC(=C(C(C1C(C)=O)C=1C2=C(SC1)C=CC(=C2)N2CCOCC2)C(C)=O)C 1,1'-(2,6-Dimethyl-4-(5-morpholinobenzo[b]thiophen-3-yl)-1,4-dihydropyridin-3,5-diyl)bis(ethan-1-on)